ClC=1C=C(C=CC1)N(N)C(=O)C1=NC=CC=C1 N'-(3-chlorophenyl)-2-pyridineformylhydrazine